2-(4-(6-((4-cyano-2-fluorobenzyl)oxy)pyridin-2-yl)-2,5-difluorobenzyl)-1-(2-methoxyethyl)-5-methyl-1H-benzo[d]Imidazole-6-carboxylic acid ethyl ester C(C)OC(=O)C=1C(=CC2=C(N(C(=N2)CC2=C(C=C(C(=C2)F)C2=NC(=CC=C2)OCC2=C(C=C(C=C2)C#N)F)F)CCOC)C1)C